FC1(CC(C1)C1=NOC(=N1)[C@@H]1C([C@H]1C1=CC=C(C=N1)S(=O)(=O)N)(C)C)F 6-{(1S,3S)-3-[3-(3,3-Difluorocyclobutyl)-1,2,4-oxadiazol-5-yl]-2,2-dimethylcyclopropyl}pyridine-3-sulfonamide